hydroxy-4-methoxy-4-carboxybenzophenone OC1=C(C(=O)C2=CC=CC=C2)C=CC(C1)(C(=O)O)OC